C1(=CC=CC=C1)C1(C2=CC=CC=C2C=2C(=CC=CC12)C1=C(C=CC=C1)C1=CC=CC=C1)C1=CC=CC=C1 (9,9-diphenyl-9H-fluoren-4-yl)-[1,1'-biphenyl]